1-(4-(4-(4-(piperazine-1-carbonyl)piperazin-1-yl)but-1-yn-1-yl)phenyl)dihydropyrimidine-2,4(1H,3H)-dione N1(CCNCC1)C(=O)N1CCN(CC1)CCC#CC1=CC=C(C=C1)N1C(NC(CC1)=O)=O